tert-butyl 3-(2-oxo-1H-benzo[cd]indol-5-yl)azetidine-1-carboxylate O=C1NC2=CC=CC=3C2=C1C=CC3C3CN(C3)C(=O)OC(C)(C)C